C(C)N(C=1C2=C(N=CN1)C=CN2)/N=C/C=2C=CC1=C(COB1O)C2 N-Ethyl-N-[(E)-(1-Hydroxy-3H-2,1-benzoxaborol-5-yl)methylenamino]-5H-pyrrolo[3,2-d]pyrimidin-4-amin